C(CCC)[C@H]1N(S(C2=C(N(C1)C1=CC=CC=C1)C=C(C(=C2)C=2C=CC(=C(C(=O)O)C2)F)C)(=O)=O)C (R)-5-(3-butyl-2,7-dimethyl-1,1-dioxido-5-phenyl-2,3,4,5-tetrahydrobenzo[f][1,2,5]thiadiazepin-8-yl)-2-fluorobenzoic acid